BrC1=CC=C(C=C1)C1C(C(CC(C1)OC(C)C)CO)C(=O)[O-] 2-(4-bromophenyl)-6-(hydroxymethyl)-4-isopropoxycyclohexane-1-carboxylate